ClC=1C=C2C(=NC(=NC2=C(C1C1=CC(=CC2=CC=CC=C12)O)F)N1CC(C1)N(C)C)N1[C@H]2CN([C@@H](C1)C2)C(=O)OC(C)(C)C tert-Butyl (1R,4R)-5-((S or R)-6-chloro-2-(3-(dimethylamino) azetidin-1-yl)-8-fluoro-7-(3-hydroxy-naphthalen-1-yl)quinazolin-4-yl)-2,5-diazabicyclo[2.2.1]heptane-2-carboxylate